3-phenyl-4-isopropyl-1-(pyridin-2-yl)-1H-pyrazol-5-ol C1(=CC=CC=C1)C1=NN(C(=C1C(C)C)O)C1=NC=CC=C1